3-{5-{[(4-fluorophenyl)amino]methyl}-1,2,4-oxadiazol-3-yl}-N-(1H-indazol-5-yl)imidazo[1,2-b]pyridazin-6-amine FC1=CC=C(C=C1)NCC1=NC(=NO1)C1=CN=C2N1N=C(C=C2)NC=2C=C1C=NNC1=CC2